NC=1SC2=C(N1)C=CC(=C2)NC(=O)NC2=CC=C(C=C2)Cl (2-aminobenzo[d]thiazol-6-yl)-3-(4-chlorophenyl)urea